BrC1=CC=CC=2C=3N(C(=NC12)N[C@@H](C(=O)N1CCOCC1)C(C)C)N=C(N3)C3=CC=C(C=C3)OC (2R)-2-{[7-bromo-2-(4-methoxyphenyl)[1,2,4]triazolo[1,5-c]quinazolin-5-yl]amino}-3-methyl-1-(morpholin-4-yl)butan-1-one